O1C(=CC=C1)CNP1(N(C2=C(N1C1=CC=CC3=CC=CC(=C13)C1=CC=CC=C1)C=CC=C2)C2=CC=CC1=CC=CC(=C21)C2=CC=CC=C2)=O 2-((furan-2-ylmethyl)amino)-1,3-bis(8-phenylnaphthalen-1-yl)-1,3-dihydrobenzo[d][1,3,2]diazaphosphole 2-oxide